2-Amino-6-(cyclopropylmethyl)-6-(oxazol-5-yl)-7-oxo-4,5,6,7-tetrahydrobenzo[b]thiophene-3-carboxamide NC1=C(C2=C(S1)C(C(CC2)(C2=CN=CO2)CC2CC2)=O)C(=O)N